FC=1C=C(C=C(C1)F)S(=O)(=O)C=1C=CC=C2C(N(C(NC12)=O)O)=O 8-((3,5-difluorophenyl)sulfonyl)-3-hydroxyquinazoline-2,4(1H,3H)-dione